2-(((1-((1,3-Dimethyl-1H-pyrazol-4-yl)methyl)piperidin-4-yl)thio)methyl)-8-methylquinazolin-4(3H)-one CN1N=C(C(=C1)CN1CCC(CC1)SCC1=NC2=C(C=CC=C2C(N1)=O)C)C